CC1=CC=C(N=N1)[C@@H](C)NC(C1=CC(=CC(=C1)OC[C@@H]1OCCC1)C=1SC(=CN1)C(C)C)=O N-[(1R)-1-(6-methylpyridazin-3-yl)ethyl]-3-[5-(propan-2-yl)-1,3-thiazol-2-yl]-5-[(2R)-tetrahydrofuran-2-ylmethoxy]benzamide